Cl.CC1NCCC1 2-methylpyrrolidine, hydrochloride